5-chloro-N-((1r,4r)-4-((3-(2-cyanophenyl)-2-oxo-2,3-dihydro-1H-benzo[d]imidazol-1-yl)methyl)cyclohexyl)-2-(trifluoromethyl)nicotinamide ClC=1C=NC(=C(C(=O)NC2CCC(CC2)CN2C(N(C3=C2C=CC=C3)C3=C(C=CC=C3)C#N)=O)C1)C(F)(F)F